N-(3-(3-nitro-4-(4-(trifluoromethoxy)phenyl)-1H-pyrazol-1-yl)phenyl)acrylamide [N+](=O)([O-])C1=NN(C=C1C1=CC=C(C=C1)OC(F)(F)F)C=1C=C(C=CC1)NC(C=C)=O